C(=O)(O)C=1C=CC2=C(NN=N2)C1 6-carboxybenzotriazole